4-(methylsulfonylmethyl)benzoic acid CS(=O)(=O)CC1=CC=C(C(=O)O)C=C1